ClC1=NN=C2N1N=C(C=C2)N 3-chloro-[1,2,4]triazolo[4,3-b]pyridazin-6-amine